methyl (2-chlorophenyl) (2-((6-cyanopyridin-3-yl)oxy)-3-(octadecyloxy)propyl) phosphate P(=O)(OC)(OC1=C(C=CC=C1)Cl)OCC(COCCCCCCCCCCCCCCCCCC)OC=1C=NC(=CC1)C#N